5-Amino-3-[4-[2-[(3-benzylisoxazol-5-yl)amino]-2-oxoethyl]phenyl]-1-isopropyl-pyrazole-4-carboxamide NC1=C(C(=NN1C(C)C)C1=CC=C(C=C1)CC(=O)NC1=CC(=NO1)CC1=CC=CC=C1)C(=O)N